COC(=O)C=1C=CC2=C(N(C(=N2)C2CC23CCN(CC3)C3=NC(=NC=C3F)OCC3=C(C=C(C=C3)Cl)F)C[C@H]3OCC3)C1 (6-{2-[(4-chloro-2-fluorobenzyl)oxy]-5-fluoropyrimidin-4-yl}-6-azaspiro[2.5]oct-1-yl)-1-[(2S)-oxetan-2-ylmethyl]-1H-benzimidazole-6-carboxylic acid methyl ester